OC1=CC(=CC=2OC3=CC=CC(=C3C(C12)=O)O)C1=C(C=C(C=C1)O)O 1,8-dihydroxy-3-(2,4-dihydroxyphenyl)-9H-xanthen-9-one